OC1CN(C2=CC=CC=C12)C 3-hydroxy-1-methyl-indoline